FC=1C=C(C(=O)OC)C=CC1N1N=C(C=C1C)C(F)(F)F methyl 3-fluoro-4-[5-methyl-3-(trifluoromethyl)pyrazol-1-yl]benzoate